C(C)(C)(C)OC(=O)N(C(OC(C)(C)C)=O)C1=NC=CC(=N1)C1=C(C=2C(NCC(C2N1)C[C@@H]1OCCOC1)=O)I tert-butyl N-(tert-butoxycarbonyl)-N-(4-{7-[(2S)-1,4-dioxan-2-ylmethyl]-3-iodo-4-oxo-1H,5H,6H,7H-pyrrolo[3,2-c]pyridin-2-yl}pyrimidin-2-yl)carbamate